3-(dimethylamino)-2-fluoropropionic acid hydrochloride Cl.CN(CC(C(=O)O)F)C